1-(4-(4-(5-(2,6-difluorophenyl)-4,5-dihydroisoxazol-3-yl)thiazol-2-yl)piperidin-1-yl)-2-(5-fluoro-1H-benzimidazol-1-yl)ethan-1-one FC1=C(C(=CC=C1)F)C1CC(=NO1)C=1N=C(SC1)C1CCN(CC1)C(CN1C=NC2=C1C=CC(=C2)F)=O